FC=1C=C(C=CC1N1CCC(CCC1)N1CCCC1)NC1=NNC(=N1)N N3-(3-fluoro-4-(4-pyrrolidin-1-yl-azepan-1-yl)phenyl)-1H-1,2,4-triazole-3,5-diamine